S1C=NC(=C1)C1=CC2=CC=CC=C2C=C1 2-(thiazol-4-yl)naphthalene